4-(8-(4-(4-(1-(2-(2,6-dioxopiperidin-3-yl)-1,3-dioxoisoindolin-5-yl)piperidin-4-yl)piperazine-1-carbonyl)phenyl)-2,8-diazaspiro[4.5]decan-2-yl)-2-(trifluoromethyl)benzonitrile O=C1NC(CCC1N1C(C2=CC=C(C=C2C1=O)N1CCC(CC1)N1CCN(CC1)C(=O)C1=CC=C(C=C1)N1CCC2(CCN(C2)C2=CC(=C(C#N)C=C2)C(F)(F)F)CC1)=O)=O